4-[4-({5-[6-Cyclopropyl-5-(trifluoromethyl)pyridin-3-yl]-7-({[1-(methoxymethyl)cyclopentyl]methyl}(methyl)amino)-1H-imidazo[4,5-b]pyridin-2-yl}carbamoyl)-1H-imidazol-1-yl]butanoic acid C1(CC1)C1=C(C=C(C=N1)C1=CC(=C2C(=N1)N=C(N2)NC(=O)C=2N=CN(C2)CCCC(=O)O)N(C)CC2(CCCC2)COC)C(F)(F)F